CNC(C1=CC(=CC=C1)CNC1=NC=C(C2=C1CCO2)C2=CN=CS2)=O N-Methyl-3-(((7-(thiazol-5-yl)-2,3-dihydrofuro[3,2-c]pyridin-4-yl)amino)methyl)benzamide